2-methoxyethyl (1S,2R,5R)-2-(hydroxycarbamoyl)-3-((6-((1-phenyl-1H-pyrazol-4-yl)oxy)-pyridin-3-yl)sulfonyl)-3,8-diazabicyclo-[3.2.1]octane-8-carboxylate ONC(=O)[C@H]1[C@@H]2CC[C@H](CN1S(=O)(=O)C=1C=NC(=CC1)OC=1C=NN(C1)C1=CC=CC=C1)N2C(=O)OCCOC